1-methyl-3-(5-(4-((1-phenylethyl)amino)quinazolin-6-yl)pyridin-2-yl)urea CNC(=O)NC1=NC=C(C=C1)C=1C=C2C(=NC=NC2=CC1)NC(C)C1=CC=CC=C1